BrC1=CC(=C(CCN2C(C3=CC=CC=C3C2=O)=O)C=C1OC)OC 2-(4-bromo-2,5-dimethoxyphenethyl)isoindoline-1,3-dione